methyltrifluoroacrylic acid COC(C(=C(F)F)F)=O